7-[(6-methyl-3-pyridinyl)methoxy]imidazo[1,2-a]pyridine CC1=CC=C(C=N1)COC1=CC=2N(C=C1)C=CN2